4'-chloro-3-(1-methyl-1H-pyrazol-3-yl)-[1,1'-biphenyl]-4-carbonitrile ClC1=CC=C(C=C1)C1=CC(=C(C=C1)C#N)C1=NN(C=C1)C